OC1=C(C(=O)OCCC(CC\C=C(\CCC=C(C)C)/C)C)C=CC=C1 (E)-3,7,11-trimethyl-dodeca-6,10-dien-1-yl 2-hydroxybenzoate